9-chloro-8-methoxy-3-[1-(2,2,3,3,3-pentafluoropropyl)-1H-pyrazol-4-yl]-2-(trifluoromethyl)-4H-pyrido[1,2-a]pyrimidin-4-one ClC1=C(C=CN2C1=NC(=C(C2=O)C=2C=NN(C2)CC(C(F)(F)F)(F)F)C(F)(F)F)OC